BrC1=CN=C(S1)C1CN(C1)C(=O)C1=CC=C(S1)NC(=O)C1N(CCC1)C(=O)[O-] 2-((5-(3-(5-bromothiazol-2-yl)azetidine-1-carbonyl)thiophen-2-yl)carbamoyl)pyrrolidine-1-carboxylate